3-(cyclopropyl(methyl)amino)-4-((N,N-dimethylsulfamoyl)carbamoyl)benzoic acid C1(CC1)N(C=1C=C(C(=O)O)C=CC1C(NS(N(C)C)(=O)=O)=O)C